ethyl 2-(2-((7-(5-(aminomethyl)furan-3-yl)benzofuran-5-yl)methoxy)phenyl)acetate NCC1=CC(=CO1)C1=CC(=CC=2C=COC21)COC2=C(C=CC=C2)CC(=O)OCC